2,5-bis(dibenzo[b,d]furan-4-yl)-6-(2,6-dimethylpyridin-4-yl)-3,4-bis(3-methyl-9H-carbazol-9-yl)benzonitrile C1=CC=C(C=2OC3=C(C21)C=CC=C3)C3=C(C#N)C(=C(C(=C3N3C2=CC=CC=C2C=2C=C(C=CC32)C)N3C2=CC=CC=C2C=2C=C(C=CC32)C)C3=CC=CC2=C3OC3=C2C=CC=C3)C3=CC(=NC(=C3)C)C